N-(1-cyanocyclopropyl)-4-(1,4-dioxaspiro[4.5]dec-8-yl)-9H-pyrimido[4,5-b]indole-7-sulfonamide C(#N)C1(CC1)NS(=O)(=O)C1=CC=C2C3=C(NC2=C1)N=CN=C3C3CCC1(OCCO1)CC3